N,N,N',N'-Tetramethylazodicarboxamide CN(C)C(=O)N=NC(=O)N(C)C